C1(CC1)C=1C=C2C(=NC1)N=C(S2)NC(C2=CC=CC=C2)=O N-(6-cyclopropylthiazolo[4,5-b]pyridin-2-yl)benzamide